1-bromo-4-(cyclopentyldifluoromethyl)benzene BrC1=CC=C(C=C1)C(F)(F)C1CCCC1